C(#N)C=1C=2N(C=CC1OC(F)F)C(=CN2)S(=O)(=O)NC=2C(=NC(=C(C2)F)OCC(F)F)OC 8-cyano-N-[6-(2,2-difluoroethoxy)-5-fluoro-2-methoxy-3-pyridinyl]-7-(difluoromethoxy)imidazo[1,2-a]pyridine-3-sulfonamide